Cl.ClCC(CC1=C(C=C(C=C1)C)Cl)N 1-chloro-3-(2-chloro-4-methyl-phenyl)propan-2-amine hydrochloride